4,4'-dibromoazobenzene BrC1=CC=C(C=C1)N=NC1=CC=C(C=C1)Br